FC1([C@@H](CN2C(N(C=C21)C2=NOC1=C2C(=C(C=C1)F)C1=C(C=C(C=C1F)F)F)=O)NS(=O)(=O)C1CC1)F N-{(6R)-7,7-difluoro-2-[5-fluoro-4-(2,4,6-trifluorophenyl)-1,2-benzoxazol-3-yl]-3-oxo-2,5,6,7-tetrahydro-3H-pyrrolo[1,2-c]imidazol-6-yl}cyclopropanesulfonamide